CC1=CC=C2C=CNC2=C1O 6-methyl-1H-indol-7-ol